ClC1=CN=NC2=CC=C(C=C12)Br 4-chloro-6-bromocinnolin